C(C)OCC1(CCC(CC1)C1=C2N(N=C1CN(CCNC)C)CCC2)COCC N1-((3-(4,4-bis(ethoxymethyl)cyclohexyl)-5,6-dihydro-4H-pyrrolo[1,2-b]pyrazol-2-yl)methyl)-N1,N2-dimethylethane-1,2-diamine